C(=O)(O)COC1=C(C(=O)O)C(=CC=C1)Cl 2-(Carboxymethoxy)-6-chlorobenzoic acid